1-(4-chlorophenyl)-N-(3-fluoro-4-{[2-(5-{[(2-methoxyethyl)amino]methyl}pyridin-2-yl)thieno[3,2-b]pyridin-7-yl]oxy}phenyl)-4-methoxy-2-oxo-1,2-dihydropyridine-3-carboxamide ClC1=CC=C(C=C1)N1C(C(=C(C=C1)OC)C(=O)NC1=CC(=C(C=C1)OC1=C2C(=NC=C1)C=C(S2)C2=NC=C(C=C2)CNCCOC)F)=O